CN(CC=1SC=CC1)C N,N-dimethylthiophene-2-methylamine